5-chloro-2-(3,3-difluoroazetidin-1-yl)aniline tert-butyl-(1s,4s)-1-(3-phenethyl-1,2,4-oxadiazol-5-yl)-2-azabicyclo[2.2.2]octane-2-carboxylate C(C)(C)(C)OC(=O)N1C2(CCC(C1)CC2)C2=NC(=NO2)CCC2=CC=CC=C2.ClC=2C=CC(=C(N)C2)N2CC(C2)(F)F